C(C)(=O)C1=C(NC2=CC=CC(=C2C1=O)OC)S(=O)CC1=CC=C(C=C1)S(F)(F)(F)(F)F 3-acetyl-5-methoxy-2-((4-(pentafluorosulfanyl)benzyl)sulfinyl)quinolin-4(1H)-one